N-(2,6-difluoro-4-methoxyphenyl)methanesulfonamide FC1=C(C(=CC(=C1)OC)F)NS(=O)(=O)C